3,6-di(indolin-1-yl)xanthylium N1(CCC2=CC=CC=C12)C=1C=CC2=CC3=CC=C(C=C3[O+]=C2C1)N1CCC2=CC=CC=C12